C=C1CC(OC1=O)C1=COC2=CC=CC=C2C1=O 3-(4-methylene-5-oxotetrahydrofuran-2-yl)-4H-chromen-4-one